5-(15-amino-4,7,10,13-tetraoxa-1-azapentadecan-1-yl)-2-(2,6-dioxopiperidin-3-yl)-2,3-dihydro-1H-isoindole-1,3-dione NCCOCCOCCOCCOCCNC=1C=C2C(N(C(C2=CC1)=O)C1C(NC(CC1)=O)=O)=O